5α,6α-epoxy-24(R)-methylcholest-7,22-dien-3β-ol C[C@H](C(C)C)C=C[C@@H](C)[C@H]1CC[C@H]2C3=C[C@H]4[C@]5(C[C@H](CC[C@]5(C)[C@H]3CC[C@]12C)O)O4